N[C@@H]1C2=CC=CC=C2CC12CCN(CC2)C2=CC=C(C(N2C)=O)C(=C)C2=NNCC2 (S)-6-(1-amino-1,3-dihydrospiro[indene-2,4'-piperidine]-1'-yl)-3-(1-(1-methyl-2-oxo-1,2-dihydropyridin-3-yl)vinyl)-1,5-dihydro-4H-pyrazole